1-(1-methyl-1H-pyrazolo[3,4-b]pyridin-5-yl)-1H-benzo[d]imidazol-2(3H)-one CN1N=CC=2C1=NC=C(C2)N2C(NC1=C2C=CC=C1)=O